N-[(3R,4R,5S)-5-(3,6-dichloro-9H-carbazol-9-yl)-4-hydroxyoxan-3-yl]-N'-methyl-4-(trifluoro-methoxy)benzene-1-sulfonimidoamide ClC=1C=CC=2N(C3=CC=C(C=C3C2C1)Cl)[C@@H]1[C@H]([C@@H](COC1)NS(=O)(=NC)C1=CC=C(C=C1)OC(F)(F)F)O